6'-fluoro-N-(4-fluoro-3-((3-hydroxycyclobutyl)carbamoyl)benzyl)-4'-oxo-3',4'-dihydro-1'H-spiro[piperidine-4,2'-quinoline]-1-carboxamide FC=1C=C2C(CC3(NC2=CC1)CCN(CC3)C(=O)NCC3=CC(=C(C=C3)F)C(NC3CC(C3)O)=O)=O